scandium aluminum-scandium [Sc].[Al].[Sc]